2-(3,5-dimethylbenzo[d]isoxazol-4-yl)-2,2-difluoroacetic acid CC1=NOC2=C1C(=C(C=C2)C)C(C(=O)O)(F)F